tert-butyl ((3S,4R)-1-(7-((8-fluoro-2-methylimidazo[1,2-a]pyridin-6-yl)carbamoyl)-2-methyl-2H-indazol-4-yl)-4-methylpyrrolidin-3-yl)(methyl)carbamate FC=1C=2N(C=C(C1)NC(=O)C1=CC=C(C3=CN(N=C13)C)N1C[C@H]([C@@H](C1)C)N(C(OC(C)(C)C)=O)C)C=C(N2)C